Ethyl 9-bromo-1-(tert-butyl)-8-methoxy-5,6-dihydroimidazo[5,1-a]isoquinoline-3-carboxylate BrC1=C(C=C2CCN3C(C2=C1)=C(N=C3C(=O)OCC)C(C)(C)C)OC